O=C1N(CCCC1)C1NCC2=CC=CC=C12 OXOISOINDOLINYLPIPERIDIN